C(CCCCCCCCCC)C=1NC=C(N1)C 2-Undecylmethylimidazole